OC[C@H](C[C@H]1C(NCC1)=O)NC([C@H](CCCC)NC(OC(C(F)(F)C1=CC(=CC=C1)Cl)C1=CC(=CC=C1)F)=O)=O 2-(3-chlorophenyl)-2,2-difluoro-1-(3-fluorophenyl)ethyl ((S)-1-(((S)-1-hydroxy-3-((S)-2-oxopyrrolidin-3-yl)propan-2-yl)amino)-1-oxohexan-2-yl)carbamate